N-(5-((4-methoxybenzyl)oxy)pyridin-3-yl)-1,1-diphenylmethanimine COC1=CC=C(COC=2C=C(C=NC2)N=C(C2=CC=CC=C2)C2=CC=CC=C2)C=C1